4-amino-2-methoxy-N-(4-(4-(2-methoxyethyl)piperazin-1-yl)phenyl)nicotinamide NC1=CC=NC(=C1C(=O)NC1=CC=C(C=C1)N1CCN(CC1)CCOC)OC